2-(4-(9-benzyl-6-(1-methylcyclopropoxy)-9H-purin-8-yl)-3-chloro-phenoxy)-1-(piperazin-1-yl)ethan-1-one C(C1=CC=CC=C1)N1C2=NC=NC(=C2N=C1C1=C(C=C(OCC(=O)N2CCNCC2)C=C1)Cl)OC1(CC1)C